C(C)OC(\C=C\C1=C(C=CC(=C1)NC(=O)OC(C)(C)C)C)=O (E)-3-(5-((tert-Butoxycarbonyl)amino)-2-methylphenyl)acrylic acid ethyl ester